C1(CC1)C[C@@H](C(=O)N1CCC(CC1)CC=1NC=CN1)N1C([C@@H](NCC1)CC(C)(C)C)=O (S)-1-[(S)-1-(Cyclopropylmethyl)-2-{4-[(1H-imidazol-2-yl)methyl]-1-piperidyl}-2-oxoethyl]-3-neopentyl-2-piperazinone